Cl.FC1(C(CNCC1)C=C)F 4,4-difluoro-3-vinylpiperidine hydrochloride